C1(CCCCC1)N1C(=O)N(C(=O)C1)C1CCCCC1 1,3-dicyclohexylhydantoin